4-(2-fluoro-4-(trifluoromethyl)phenyl)butanoic acid methyl ester COC(CCCC1=C(C=C(C=C1)C(F)(F)F)F)=O